ClC1=CC=C(C=C1)C(NC(=O)[C@@H]1NC(N(C1)C)=O)C1=CC=C(C=C1)Cl |o1:11| (R or S)-N-[bis(4-chlorophenyl)methyl]-1-methyl-2-oxoimidazolidine-4-carboxamide